(R)-2-(2-((1r,4R)-4-(tert-butoxy)cyclohexyl)-3-methylphenyl)-2-(((R)-3-(3-chloro-5-fluorophenyl)-4-((S)-1-methylpyrrolidin-2-yl)butyl)(methyl)amino)acetic acid C(C)(C)(C)OC1CCC(CC1)C1=C(C=CC=C1C)[C@H](C(=O)O)N(C)CC[C@H](C[C@H]1N(CCC1)C)C1=CC(=CC(=C1)F)Cl